ClC1=C(C=CC=C1F)CC(=O)NC1=CC(=NC=C1)N(C(C)=O)C1=CC(=CC=C1)Cl N-{4-[2-(2-chloro-3-fluorophenyl)acetylamino]pyridin-2-yl}-N-(3-chlorophenyl)acetamide